(5-bromo-3-nitropyridin-2-yl)-2,3-dihydro-1H-inden-1-one BrC=1C=C(C(=NC1)C1C(C2=CC=CC=C2C1)=O)[N+](=O)[O-]